(E)-((4-(benzyloxy)but-2-en-1-yl)oxy)triisopropylsilane C(C1=CC=CC=C1)OC/C=C/CO[Si](C(C)C)(C(C)C)C(C)C